CC(C=O)=CC(CC=C(C)C)(C1=C(C=CC=C1)C)C 2,4,7-trimethyl-4-(o-tolyl)octa-2,6-dienal